C1=C(C=CC2=CC=CC=C12)C=N[C@@H](CCCN\C(\N)=N\[H])C(=O)O (E)-N2-[(naphthalen-2-yl)methylidene]-L-arginine